(1r,3r)-3-((4-methoxy-5-(3-methyl-[1,2,4]triazolo[4,3-a]pyridin-6-yl)-7H-pyrrolo[2,3-d]pyrimidin-2-yl)amino)-N,N,1-trimethylcyclobutane-1-carboxamide COC=1C2=C(N=C(N1)NC1CC(C1)(C(=O)N(C)C)C)NC=C2C=2C=CC=1N(C2)C(=NN1)C